Guanidinium HCl Cl.NC(=[NH2+])N